[N+](=O)([O-])[O-].[Ni+2].N1C=NCC1.[N+](=O)([O-])[O-] imidazoline nickel nitrate